COC=1N=CC(=NC1)C1=CCCN(C1)C(=O)OC(C)(C)C tert-butyl 5-(5-methoxypyrazin-2-yl)-3,6-dihydropyridine-1(2H)-carboxylate